N1N=CC2=CC=C(C=C12)NC(=O)C=1C=NN(C1C(F)(F)F)C1=C2C=CNC(C2=CC=C1)=C=O N-(1H-indazol-6-yl)-1-(1-carbonyl-1,2-dihydroisoquinolin-5-yl)-5-(trifluoromethyl)-1H-pyrazole-4-carboxamide